C(C)(C)OC(=O)[C@@H]1CC=C[C@H](C1)O |r| (+-)-trans-5-hydroxycyclohex-3-enecarboxylic acid isopropyl ester